tetradec-1-en-4-yl 2-methylundecanoate CC(C(=O)OC(CC=C)CCCCCCCCCC)CCCCCCCCC